4-(1-ethoxy-1-oxopropan-2-yl)pyrrolidine-1-carboxylate C(C)OC(C(C)C1CCN(C1)C(=O)[O-])=O